1-(2-benzimidazol-1-yl-pyrimidin-5-yl)-3-(5-tert-butyl-isoxazol-3-yl)-urea N1(C=NC2=C1C=CC=C2)C2=NC=C(C=N2)NC(=O)NC2=NOC(=C2)C(C)(C)C